dodecylmethyldi(trimethylsiloxy)silane C(CCCCCCCCCCC)[Si](O[Si](C)(C)C)(O[Si](C)(C)C)C